2-phenyl-4-(4-phenylphenyl)-6-[4-(4,4,5,5-tetramethyl-1,3,2-dioxaborolan-2-yl)phenyl]pyrimidine tert-Butyl-4-(4-Amino-1H-imidazol-1-yl)piperidine-1-carboxylate C(C)(C)(C)OC(=O)N1CCC(CC1)N1C=NC(=C1)N.C1(=CC=CC=C1)C1=NC(=CC(=N1)C1=CC=C(C=C1)C1=CC=CC=C1)C1=CC=C(C=C1)B1OC(C(O1)(C)C)(C)C